N1(CCCCC1)C1=C(C=C2C(=N1)N=C(O2)N2CCCC2)N 5-(piperidin-1-yl)-2-(pyrrolidin-1-yl)oxazolo[4,5-b]pyridin-6-amine